N-(1-(6-((2-amino-2-oxo-1-phenylethyl)thio)-3,5-dicyano-4-ethylpyridin-2-yl)piperidin-4-yl)-2-hydroxyacetamide NC(C(C1=CC=CC=C1)SC1=C(C(=C(C(=N1)N1CCC(CC1)NC(CO)=O)C#N)CC)C#N)=O